4-((3S,5S)-1,1-difluoro-6-((5-methoxy-7-methyl-1H-indol-4-yl)methyl)-6-azaspiro[2.5]octan-5-yl)benzoic acid FC1(C[C@]12C[C@H](N(CC2)CC2=C1C=CNC1=C(C=C2OC)C)C2=CC=C(C(=O)O)C=C2)F